COC1(NC(C(N1)=O)=O)C 2-methoxy-2-methyl-4,5-imidazolidinedione